FC1(OC2=C(O1)C=CC(=C2)SC2=CC=CC=C2)F 2,2-Difluoro-5-phenylthio-1,3-benzodioxolane